N,N-diethyl-N-methyl-N-(2-methoxyethyl)ammonium Sodium dicyclohexyl-2-sulfosuccinate C1(CCCCC1)OC(C(CC(=O)OC1CCCCC1)S(=O)(=O)O)=O.[Na+].C(C)[N+](CCOC)(C)CC